methyl 2-(3-((tert-butyldimethylsilyl) oxy)-1,1-diphenylpropan-2-yl)-5-hydroxy-6-oxo-1,6-dihydropyrimidine-4-carboxylate [Si](C)(C)(C(C)(C)C)OCC(C(C1=CC=CC=C1)C1=CC=CC=C1)C=1NC(C(=C(N1)C(=O)OC)O)=O